6-(4-((2-(1-(2-Cyanoacetyl)piperidin-4-yl)-5-oxo-5,6-dihydropyrimido[4,5-d]pyridazin-4-yl)amino)phenyl)-6-azaspiro[2.5]octan C(#N)CC(=O)N1CCC(CC1)C=1N=C(C2=C(C=NNC2=O)N1)NC1=CC=C(C=C1)N1CCC2(CC2)CC1